C(C1=CC=CO1)NCCCCN N-furfuryl-1,4-butylenediamine